6-fluoro-1-methyl-5-[4-methyl-6-[2-(1-methylcyclopropyl)ethynyl]-3,5-dihydro-2H-1,4-benzodiazepin-1-yl]-[1,2,4]triazolo[4,3-a]quinazoline FC1=C2C(=NC=3N(C2=CC=C1)C(=NN3)C)N3CCN(CC1=C3C=CC=C1C#CC1(CC1)C)C